N-(2-Bromo-6-methoxypyridin-3-yl)-2-((4-fluoro-2-(pent-4-en-1-yl)phenyl)-amino)-5-(trifluoromethyl)benzamide allyloxy-2-hydroxy-1-propanesulfonate C(C=C)OC(C(C)O)S(=O)(=O)O.BrC1=NC(=CC=C1NC(C1=C(C=CC(=C1)C(F)(F)F)NC1=C(C=C(C=C1)F)CCCC=C)=O)OC